(1R,3R)-1-[4-[1-(3,3-difluorocyclobutyl)azetidin-3-yl]oxy-2,6-difluoro-phenyl]-2-(2-fluoro-2-methyl-propyl)-3-methyl-1,3,4,9-tetrahydropyrido[3,4-b]indole FC1(CC(C1)N1CC(C1)OC1=CC(=C(C(=C1)F)[C@H]1N([C@@H](CC2=C1NC1=CC=CC=C21)C)CC(C)(C)F)F)F